FC=1C=C(C=C(C1)F)CC(=O)NN1C(=NC2=CC=CC=C2C1=O)N1CSCC1 2-(3,5-Difluoro-phenyl)-N-(4-oxo-2-thiazolidin-3-yl-4H-quinazolin-3-yl)-acetamide